ClC1N(N2C(N=CC3=C2C(CC3)(C)C)=C1)C=1NC(C(=C(C1)C(F)F)C=1N=CNC1)=O 2-chloro-N-(4-(difluoromethyl)-5-(1H-imidazol-4-yl)-6-oxo-1,6-dihydropyridin-2-yl)-8,8-dimethyl-7,8-dihydro-6H-cyclopenta[e]pyrazolo[1,5-a]pyrimidine